FC1=CC=C(C=C1)N1CCN(C2=CC=CC=C12)C(CCN1CCOCC1)=O 1-(4-(4-fluorophenyl)-3,4-dihydroquinoxalin-1(2H)-yl)-3-morpholinopropan-1-one